2-[(5-bromo-1,2-thiazol-3-yl)methyl]isoindole-1,3-dione BrC1=CC(=NS1)CN1C(C2=CC=CC=C2C1=O)=O